2-oxo-1,2-dihydroPyrrole O=C1NC=CC1